tert-butyl (2S,4R)-2-(5-chloro-4-hydroxypyridin-3-yl)-4-hydroxypyrrolidine-1-carboxylate ClC=1C(=C(C=NC1)[C@H]1N(C[C@@H](C1)O)C(=O)OC(C)(C)C)O